NC1=NC2=C(C=CC=C2C(=N1)C(=O)NCC1=NC=C(C=C1)F)OC 2-amino-N-[(5-fluoro-2-pyridyl)methyl]-8-methoxy-quinazoline-4-carboxamide